ClC1=C(CNC(=O)[C@]2(C=3C=CC=NC3[C@H](CC2)O)F)C(=CC(=C1)F)F (5S,8S)-N-(2-chloro-4,6-difluorobenzyl)-5-fluoro-8-hydroxy-5,6,7,8-tetra-hydroquinoline-5-carboxamide